C[Si](N1C(OCC1)=O)(C)C 3-(trimethylsilyl)-2-oxazolidinone